CC1=CC=CC(=N1)CC#N 2-(6-methylpyridin-2-yl)acetonitrile